C1(=CC=CC2=CC=CC=C12)C(=O)NCC(=O)N1C(=CCC1)C#N (2S)-1-(2-(1-Naphthoylamino)acetyl)pyrroline-2-carbonitrile